eicosyl 3-iodovalerate IC(CC(=O)OCCCCCCCCCCCCCCCCCCCC)CC